[8,9-bis[[(3R)-3-butanoyloxybutanoyl]oxy]-6-oxo-benzo[c]chromen-3-yl](3R)-3-butanoyloxybutanoate C(CCC)(=O)O[C@@H](CC(=O)OC=1C(=CC2=C(C(OC3=CC(=CC=C23)OC(C[C@@H](C)OC(CCC)=O)=O)=O)C1)OC(C[C@@H](C)OC(CCC)=O)=O)C